C(C)OC(=O)C=1N=NN(C1)CC=1C(=NC(=CC1)N1CC2CC2C1)C(F)F 1-[(6-{3-Azabicyclo[3.1.0]hex-3-yl}-2-(difluoromethyl)pyridin-3-yl)methyl]-1H-1,2,3-triazole-4-carboxylic acid ethyl ester